6-[1-(4-hydroxycyclohexyl)-5-methyl-triazol-4-yl]pyrazolo[1,5-a]pyridine-3-carbonitrile OC1CCC(CC1)N1N=NC(=C1C)C=1C=CC=2N(C1)N=CC2C#N